N-((S)-(((2R,3S,4R,5R)-5-(4-aminopyrrolo[2,1-f][1,2,4]triazine-7-yl)-5-cyano-3,4-dihydroxytetrahydrofuran-2-yl)methoxy)(((isopropoxycarbonyl)oxy)methoxy)phosphoryl)-L-alanine NC1=NC=NN2C1=CC=C2[C@]2([C@@H]([C@@H]([C@H](O2)CO[P@](=O)(OCOC(=O)OC(C)C)N[C@@H](C)C(=O)O)O)O)C#N